(2-(3,3-difluorocyclopentyl)ethyl)-4-(5-methyl-2,5-diazabicyclo[2.2.1]heptan-2-yl)-1H-benzo[d]imidazole-1-carboxamide FC1(CC(CC1)CCC1=NC2=C(N1C(=O)N)C=CC=C2N2C1CN(C(C2)C1)C)F